ClC1=NC(=NC(=C1)C1=C(C=CC=C1)C=C)NS(=O)(=O)C=1C=C(C(=O)OC)C=CC1 methyl 3-[[4-chloro-6-(2-vinylphenyl)pyrimidin-2-yl]sulfamoyl]benzoate